C(C1=CC=CC=C1)N[C@@H]1[C@H](CCCC1)N(C=1C=C2C(N(C(C2=CC1)=O)C1C(NC(CC1)=O)=O)=O)C 5-(((1S,2S)-2-(Benzylamino)cyclohexyl)(methyl)amino)-2-(2,6-dioxopiperidin-3-yl)isoindolin-1,3-dion